ClC1=C(C=CC(=C1)Cl)C=1CCCC2=C(C1C1=CC=C(C=C1)C=C1CN(C1)CCCF)C=CC(=C2)O 8-(2,4-Dichlorophenyl)-9-(4-((1-(3-fluoropropyl)azetidin-3-yliden)methyl)phenyl)-6,7-dihydro-5H-benzo[7]annulen-3-ol